Cl.N1=CC=C(C=C1)C1=C2CCO[C@H](C2=CC=C1)CN (R)-(5-(Pyridin-4-yl)isochroman-1-yl)methanamine hydrochloride salt